CC(C)CCCCCCCCCCCCCCCCCCCCCCC 2-Methylpentacosane